C(C1=CC=CC=C1)OC=1C=NC=CC1CNC1=C(C(N(CC1)C(=O)OC(C)(C)C)=O)C(NC1=C(C(=CC=C1)F)OC)=S tert-butyl 4-([[3-(benzyloxy)pyridin-4-yl]methyl]amino)-3-[(3-fluoro-2-methoxyphenyl)carbamothioyl]-2-oxo-5,6-dihydropyridine-1-carboxylate